B(O)(O)CCC[C@]1([C@H](N[C@@H]2CC[C@H]12)C(=O)O)C (1R,3S,4R,5R)-4-(3-boronopropyl)-4-methyl-2-azabicyclo[3.2.0]heptane-3-carboxylic acid